1-(2-hydroxyethyl)-4-hexadecyl-imidazoleisophthalic acid methyl ester benzenesulfonate C1(=CC=CC=C1)S(=O)(=O)O.COC(C1=CC(C(=O)O)=CC=C1C=1N(C=C(N1)CCCCCCCCCCCCCCCC)CCO)=O